COC(=O)C=1C(N(C2=CC(=CC=C2C1N)Br)C1=CC=C(C=C1)OC)=O 4-amino-7-bromo-1-(4-methoxyphenyl)-2-oxo-1,2-dihydroquinoline-3-carboxylic acid methyl ester